tertbutyl 4-amino-3,3-difluoropiperidine-1-carboxylate NC1C(CN(CC1)C(=O)OC(C)(C)C)(F)F